FC1(OC2=C(O1)C=CC(=C2)[C@H](C)OC2=NC=CC(=C2)N2N=C(C=1CCC[C@@H](C21)CN2CCC(CC2)C(=O)O)C(F)(F)F)F 1-[[(7R)-1-[2-[(1S)-1-(2,2-difluoro-1,3-benzodioxol-5-yl)ethoxy]-4-pyridinyl]-3-(trifluoromethyl)-4,5,6,7-tetrahydroindazol-7-yl]methyl]piperidine-4-carboxylic acid